C(CC(C)C)[N+]#[C-] ISOAMYLISOCYANIDE